CC1=CC=C2C(=N1)NC=C2C2=CC=1N(C=C2)N=CC1C(=O)N1CCCCC1 (5-(6-methyl-1H-pyrrolo[2,3-b]pyridin-3-yl)pyrazolo[1,5-a]pyridin-3-yl)(piperidin-1-yl)methanone